(-)-(5-{[2-(4-chlorophenyl)imidazo[1,2-a]pyridin-3-yl]methyl}-2,5-diazabicyclo[2.2.2]oct-2-yl)-(3-methoxyphenyl)methanone ClC1=CC=C(C=C1)C=1N=C2N(C=CC=C2)C1CN1C2CN(C(C1)CC2)C(=O)C2=CC(=CC=C2)OC